4-(2-(4-(5-chloro-2-(1H-tetrazol-1-yl)phenyl)-5-methoxy-2-oxopyridin-1(2H)-yl)-2-fluoroacetamido)benzoic acid ClC=1C=CC(=C(C1)C1=CC(N(C=C1OC)C(C(=O)NC1=CC=C(C(=O)O)C=C1)F)=O)N1N=NN=C1